1-fluoro-4-iodo-2-methylbenzene FC1=C(C=C(C=C1)I)C